acryloyloxydecyloxycarbonylphthalic acid C(C=C)(=O)OCCCCCCCCCCOC(=O)C1=C(C(C(=O)O)=CC=C1)C(=O)O